5-chloro-4-(cyclopropylmethoxy)-7-nitroquinoline ClC1=C2C(=CC=NC2=CC(=C1)[N+](=O)[O-])OCC1CC1